The molecule is a glucosylglycerol consisting of an alpha-D-glucosyl residue attached at position 2 of glycerol via a glycosidic bond. It has a role as an osmolyte and a bacterial metabolite. It is a glucosylglycerol and an alpha-D-glucoside. C([C@@H]1[C@H]([C@@H]([C@H]([C@H](O1)OC(CO)CO)O)O)O)O